(R)-2-chloro-4-(2-(3-hydroxypyrrolidin-1-yl)ethoxy)benzaldehyde ClC1=C(C=O)C=CC(=C1)OCCN1C[C@@H](CC1)O